ClC=1C=C2C(C(=CN(C2=CC1N1[C@@H](C[C@@H](C1)F)COC1=NC=CC=C1Cl)C1=NC=CN=C1)C(=O)O)=O 6-chloro-7-((2S,4S)-2-(((3-chloropyridin-2-yl)oxy)methyl)-4-fluoropyrrolidin-1-yl)-4-oxo-1-(pyrazin-2-yl)-1,4-dihydroquinoline-3-carboxylic acid